(indolin-5-yl)morpholine N1CCC2=CC(=CC=C12)N1CCOCC1